C1N(CC12CCCC2)C2=CC=C(C=N2)C2CN(C2)C(=O)N2C[C@H](CC2)C(=O)N (3S)-1-[3-[6-(2-azaspiro[3.4]oct-2-yl)-3-pyridinyl]azetidine-1-carbonyl]pyrrolidine-3-carboxamide